methyl N-[[5-[1-[2,6-difluoro-4-(1-methylethyl)phenyl] 1H-pyrazol-3-yl]-2-methylphenyl] methyl]carbamate FC1=C(C(=CC(=C1)C(C)C)F)N1N=C(C=C1)C=1C=CC(=C(C1)CNC(OC)=O)C